CNC1CN(CC1)C=1N=NC=CN1 3-[3-(methylamino)pyrrolidin-1-yl]-1,2,4-triazin